BrC1=CC(=C(C=C1)C1=C(C=C(N)C=C1)C)C 4-(4-bromo-2-methylphenyl)-3-methylaniline